(R)-2-(trifluoromethyl)-morpholine hydrochloride Cl.FC([C@H]1CNCCO1)(F)F